cyclohexyl 2-hydroxybenzoate (Cyclohexyl Salicylate) C1(CCCCC1)OC=1C(C(=O)O)=CC=CC1.OC1=C(C(=O)OC2CCCCC2)C=CC=C1